2,2-Bis-[4-(2-hydroxy-3-propenoxypropoxy)phenyl]propane OC(COC1=CC=C(C=C1)C(C)(C)C1=CC=C(C=C1)OCC(COC=CC)O)COC=CC